(2S)-3-[3-[3-[(2S)-2-Carboxy-2-[(3R)-pyrrolidin-3-yl]ethyl]phenyl]sulfonylphenyl]-2-[(3R)-pyrrolidin-3-yl]propanoic acid C(=O)(O)[C@@H](CC=1C=C(C=CC1)S(=O)(=O)C=1C=C(C=CC1)C[C@H](C(=O)O)[C@@H]1CNCC1)[C@@H]1CNCC1